C(C)(=O)[O-].CC1=NC=C(C=C1[C@H]1[NH+](CCC1)C)C (2S)-2-(2,5-dimethylpyridin-3-yl)-1-methylpyrrolidin-1-ium acetate